2-fluoro-5-(2-methyl-1,3-dioxolan-2-yl)benzene-1-sulfonamide FC1=C(C=C(C=C1)C1(OCCO1)C)S(=O)(=O)N